(2S)-2-aminodecanoic acid N[C@H](C(=O)O)CCCCCCCC